glyceric acid anion C(C(O)CO)(=O)[O-]